N1(CCCCC1)C(=O)OC(NC=1C(=NC=CC1)Br)=O ((2-bromopyridin-3-yl) carbamoyl) piperidine-1-carboxylate